4-[[6-(difluoromethyl)-2-pyridyl]sulfanyl]-6-[1-[(3S)-3-piperidyl]pyrazol-4-yl]pyrazolo[1,5-a]pyridine-3-carbonitrile FC(C1=CC=CC(=N1)SC=1C=2N(C=C(C1)C=1C=NN(C1)[C@@H]1CNCCC1)N=CC2C#N)F